1-(3-fluorophenyl)-N-(3-methoxy-4-(trifluoromethyl)benzyl)-4-(tetrahydro-2H-pyran-4-yl)-1H-imidazol-2-amine FC=1C=C(C=CC1)N1C(=NC(=C1)C1CCOCC1)NCC1=CC(=C(C=C1)C(F)(F)F)OC